tert-butyl-(4E)-4-[2-(methanesulfonyloxy)ethylidene]-3-oxo-2-azabicyclo[3.1.0]hexane-2-carboxylate C(C)(C)(C)OC(=O)N1C2CC2\C(\C1=O)=C/COS(=O)(=O)C